2-(3-(2-(2-Aminoethoxy)ethoxy)propionylamino)-N-(5-methoxypyridin-2-yl)benzamide NCCOCCOCCC(=O)NC1=C(C(=O)NC2=NC=C(C=C2)OC)C=CC=C1